ClC1=NC(=NC(=C1Cl)Cl)C1=CC(=NC=C1)F 4,5,6-trichloro-2-(2-fluoro-pyridin-4-yl)-pyrimidine